Di(but-3-yn-1-yl) (2,2,4-Trimethylhexan-1,6-diyl)dicarbamat CC(CNC(OCCC#C)=O)(CC(CCNC(OCCC#C)=O)C)C